3-ethynyl-3-hydroxy-1,4-dimethylpyrrolidin-2-one C(#C)C1(C(N(CC1C)C)=O)O